ClC1=NC=C(C(=N1)C(=O)NC1CCC(CC1)O)C 2-chloro-5-methyl-N-[(1r,4r)-4-hydroxycyclohexyl]pyrimidine-4-carboxamide